CC1(C(N(CC1)C1CCN(CC1)C1=NC=C(N=C1)C(F)(F)F)=O)O methyl-3-hydroxy-1-(1-(5-(trifluoromethyl)pyrazin-2-yl)piperidin-4-yl)pyrrolidin-2-one